(R)-2-[2-(2,4-dimethyl-3-oxopiperazin-1-yl)ethoxy]acetic acid C[C@H]1N(CCN(C1=O)C)CCOCC(=O)O